thieno[2,3-d]isothiazole S1N=CC2=C1C=CS2